C(C(C)C)OC1=C(C=CC=C1)SC=1C=C2C(=CNC2=CC1)C1=CCN2CCCC2C1 5-(2-isobutoxyphenyl)thio-3-(1,2,3,4,5,8-hexahydroindolizin-7-yl)-1H-indole